4'-((3-(3-hydroxythietan-3-yl)-1-(4-methoxybenzoyl)pyrrolidin-3-yl)methoxy)-[1,1'-biphenyl]-4-carbonitrile OC1(CSC1)C1(CN(CC1)C(C1=CC=C(C=C1)OC)=O)COC1=CC=C(C=C1)C1=CC=C(C=C1)C#N